C(=O)(O)C=1C=C(C=CC1)N(C(=O)C=1C(=C(C=C(C1)O)CC(=O)O)O)C (3-(3-carboxyphenyl-methyl-aminocarbonyl)-2,5-dihydroxyphenyl)acetic acid